C(C)(=O)N[C@H](C(=O)N1[C@@H](C[C@H](C1)O)C(=O)OCC1=CC=CC=C1)C (2S,4R)-benzyl 1-((S)-2-acetamidopropionyl)-4-hydroxypyrrolidine-2-carboxylate